[3-[(2-chloro-4-fluoro-phenyl)methoxy]azetidin-1-yl]-[6-[6-(trifluoromethyl)-3-pyridyl]-2-azaspiro[3.3]heptan-2-yl]methanone ClC1=C(C=CC(=C1)F)COC1CN(C1)C(=O)N1CC2(C1)CC(C2)C=2C=NC(=CC2)C(F)(F)F